2-(azetidin-3-yloxy)thiazole N1CC(C1)OC=1SC=CN1